CSCS(=O)C methyl((methylsulfinyl)methyl)sulfane